FC1=C(C(=C(C(=C1[B-](C1=C(C(=C(C(=C1F)F)F)F)F)(C1=C(C(=C(C(=C1F)F)F)F)F)C1=C(C(=C(C(=C1F)F)F)F)F)F)F)F)F.C(#N)C1=[N+](C=CC=C1)CC1=C(C=C(C=C1C)C)C 2-cyano-1-(2,4,6-trimethylbenzyl)pyridinium tetrakis(pentafluorophenyl)borate